C1(=CC=CC=C1)C(C=C)=O 1-Phenyl-prop-2-en-1-one